Nω-methyl-L-arginine CNC(NCCC[C@H](N)C(=O)O)=N